C(C)C(CC)(NC(N)=O)CC N'-diethylpropylurea